FC=1C=C(C=C(C1N1CCN(CC1)C)F)C1=NC=NC2=CC=C(C=C12)C1=CC(=NC=C1)N 4-(4-(3,5-difluoro-4-(4-methylpiperazin-1-yl)phenyl)quinazolin-6-yl)pyridin-2-amine